C(C1=CC=CC=C1)(C1=CC=CC=C1)(C1=CC=CC=C1)SOCC1=C(C(=O)[O-])C=CC=C1 2-{[(tritylthio)oxy]methyl}benzoate